6-(cyclopropanecarboxamido)-4-((2-(methoxy-d3)-3-(5-methyl-1,2,4-oxadiazol-3-yl)phenyl)amino)-N-(methyl-d3)pyridazine-3-carboxamide C1(CC1)C(=O)NC1=CC(=C(N=N1)C(=O)NC([2H])([2H])[2H])NC1=C(C(=CC=C1)C1=NOC(=N1)C)OC([2H])([2H])[2H]